COC=1C=C(C=CC1OC)[C@@]12CCN([C@H]2C=C(CC1)OC(C1=CC(=CC=C1)C)=O)C (3aS,7aS)-3a-(3,4-dimethoxyphenyl)-1-methyl-2,3,3a,4,5,7a-hexahydro-1H-indol-6-yl-3-methylbenzoate